CN1N=C(C=C1)C(=O)N 1-methyl-1H-pyrazole-3-carboxylic acid amide